2-(methoxymethyl)azetidine-1-carboxamide COCC1N(CC1)C(=O)N